6-Methylbenzopyrone CC1=CC2=C(C=C1)OC(=O)C=C2